1-(3-azidomethylphenyl)-1H-imidazole N(=[N+]=[N-])CC=1C=C(C=CC1)N1C=NC=C1